C(\C=C/C=C/CCC(C)C)=O cis-trans-isodecadienal